BrC1=NN2C(N(C(=C(C2=O)N2CCNCC2)CC)CC(=O)NC2=C(C=C(C=C2)C(F)(F)F)Cl)=N1 2-(2-bromo-5-ethyl-7-Oxo-6-(piperazin-1-yl)-[1,2,4]triazolo[1,5-a]pyrimidin-4(7H)-yl)-N-(2-chloro-4-(trifluoromethyl)phenyl)acetamide